NCCC=1C=CC(=NC1)C1=C(C=C(C#N)C=C1)OC=1N(N=C(C1)C(C)C)C 4-[5-(2-aminoethyl)pyridin-2-yl]-3-(2-methyl-5-propan-2-ylpyrazol-3-yl)oxybenzonitrile